1-ethyl-3-methyl-3,4-dihydroquinolin-2(1H)-one C(C)N1C(C(CC2=CC=CC=C12)C)=O